C(C)OC([C@H]1N(C([C@H](C1)C)=O)C(=O)OC(C)(C)C)=O (2S,4S)-N-Boc-4-methylpyroglutamic acid ethyl ester